2-[3-(4-chloro-3-fluorophenyl)-1-ethyl-1H-1,2,4-triazol-5-yl]-N-[(2,6-dimethylpyridin-4-yl)(2H2)methyl](2H2)acetamide ClC1=C(C=C(C=C1)C1=NN(C(=N1)C(C(=O)NC([2H])([2H])C1=CC(=NC(=C1)C)C)([2H])[2H])CC)F